4-chloropyrido[3,4-d]pyridazin-1-amine ClC=1N=NC(=C2C1C=NC=C2)N